2-(4-methylpiperazin-1-yl)-9-(trifluoromethyl)-7H-pyrimido[5',4':3,4]cyclopenta[1,2-c]quinolin-7-one CN1CCN(CC1)C=1C=C2C3=C(C=NC2=CC1)C(C1=C3C=NC(=N1)C(F)(F)F)=O